5-((S)-fluoro(1-(triisopropylsilyl)-1H-indol-3-yl)methyl)pyrrolidin-2-one F[C@H](C1CCC(N1)=O)C1=CN(C2=CC=CC=C12)[Si](C(C)C)(C(C)C)C(C)C